6-Methyl-pyridine-2-carboxylic acid (3-dimethylcarbamoyl-adamantan-1-yl)-amide CN(C(=O)C12CC3(CC(CC(C1)C3)C2)NC(=O)C2=NC(=CC=C2)C)C